6-(4-(benzyloxy)phenyl)-4-(4-methylpiperazin-1-yl)-7H-pyrrolo[2,3-d]pyrimidine C(C1=CC=CC=C1)OC1=CC=C(C=C1)C1=CC2=C(N=CN=C2N2CCN(CC2)C)N1